3'-(decyloxy)-5'-pentadecyl-[1,1'-biphenyl]-4-carbaldehyde C(CCCCCCCCC)OC=1C=C(C=C(C1)CCCCCCCCCCCCCCC)C1=CC=C(C=C1)C=O